CC1N(CCNC1)CC(C)N 2-methyl-1-(2-aminopropyl)piperazine